6-butyryladenosine C(CCC)(=O)C1(C2=NCN([C@H]3[C@H](O)[C@H](O)[C@@H](CO)O3)C2=NC=N1)N